C(#N)C=1C=CC=2N(C(N=C(C2N1)N1C[C@H](N(C[C@@H]1CO)C(=O)OC(C)(C)C)C)=O)C tert-butyl (2R,5R)-4-(6-cyano-1-methyl-2-oxo-1,2-dihydropyrido[3,2-d]pyrimidin-4-yl)-5-(hydroxymethyl)-2-methylpiperazine-1-carboxylate